OC=1C=C2CC[C@H]([C@H](C2=CC1)C1=CC=C(C=C1)N1CCN(CC1)CC1=C2CN(C(C2=CC=C1)=O)C1C(NC(CC1)=O)=O)C1=CC=CC=C1 3-(4-((4-(4-((1S,2R)-6-hydroxy-2-phenyl-1,2,3,4-tetrahydronaphthalen-1-yl)phenyl)piperazin-1-yl)methyl)-1-oxoisoindolin-2-yl)piperidine-2,6-dione